ClC1=C(C=CC=C1C(=O)N)C1=CC=C(C=C1)C(=O)NC=1C=NC(=C(C1)Cl)N1N=CC=N1 chloro-N4'-(5-chloro-6-(2H-1,2,3-triazol-2-yl)pyridin-3-yl)-[1,1'-biphenyl]-3,4'-dicarboxamide